CC(CN1C=C(C2=CC=C(C=C12)C1CCOCC1)C(C)NS(=O)(=O)C1CC1)(C)C N-[1-[1-(2,2-dimethylpropyl)-6-tetrahydropyran-4-yl-indol-3-yl]ethyl]cyclopropanesulfonamide